FC1=CC=C(C=C1)C1(CCN(CC1)C1=CN=CCN1CCC1=CC=CC=C1)O 6-(4-(4-fluorophenyl)-4-hydroxypiperidin-1-yl)-N-phenethylpyrazine